CC1=CC(=NC2=CC=C(C=C12)NC(=S)NCCC1NCCC1)N1CCN(CC1)CC1CCNCC1 1-(4-methyl-2-(4-(piperidin-4-ylmethyl)piperazin-1-yl)quinolin-6-yl)-3-(2-(pyrrolidin-2-yl)ethyl)thiourea